hexanediol bis[β-(3,5-di-tert-butyl-4-hydroxyphenyl)-propionate] C(C)(C)(C)C=1C=C(C=C(C1O)C(C)(C)C)CCC(=O)OC(CCCCC)OC(CCC1=CC(=C(C(=C1)C(C)(C)C)O)C(C)(C)C)=O